C(C)(C)(C)OC(C1=CC=CC(=C1)N)=O 5-aminobenzoic acid tert-butyl ester